5-(4-(trifluoromethyl)benzyl)-1H-pyrazole-3-carboxylic acid FC(C1=CC=C(CC2=CC(=NN2)C(=O)O)C=C1)(F)F